(1S)-1-(1-((5-(4-((6-(((tetrahydrofuran-3-yl)amino)methyl)pyridin-3-yl)ethynyl)phenyl)isoxazol-3-yl)methyl)-1H-imidazol-2-yl)ethan-1-ol O1CC(CC1)NCC1=CC=C(C=N1)C#CC1=CC=C(C=C1)C1=CC(=NO1)CN1C(=NC=C1)[C@H](C)O